N[C@@]1(CN(CCC1)C(=O)C1=CC2=C(N(C(=N2)C2=CC=3C(=NC(=CC3)N(S(=O)(=O)C)C(F)F)N2CC2CC2)C)C(=C1)OC)[2H] (S)-N-(2-(5-(3-aminopiperidine-1-carbonyl-3-d)-7-methoxy-1-methyl-1H-benzo[d]imidazol-2-yl)-1-(cyclopropylmethyl)-1H-pyrrolo[2,3-b]pyridin-6-yl)-N-(difluoromethyl)methanesulfonamide